N-(1,1,2,2,3,3-hexamethyl-2,3-dihydro-1H-cyclopenta[b]naphthalen-4-yl)dibenzo[b,d]Furan-3-amine CC1(C(C(C=2C1=CC1=CC=CC=C1C2NC=2C=CC1=C(OC3=C1C=CC=C3)C2)(C)C)(C)C)C